(S)-5-(8-(4-((5-(1,1-difluoroethoxy)pyridin-2-yl)oxy)-3,3-difluoropyrrolidin-1-yl)imidazo[1,2-b]pyridazin-6-yl)pyrimidine-2,4(1H,3H)-dione FC(C)(OC=1C=CC(=NC1)O[C@@H]1C(CN(C1)C=1C=2N(N=C(C1)C=1C(NC(NC1)=O)=O)C=CN2)(F)F)F